1-[1-(2,6-dioxo-3-piperidyl)-4-fluoro-3-isopropyl-2-oxo-benzimidazol-5-yl]piperidine-4-carbaldehyde O=C1NC(CCC1N1C(N(C2=C1C=CC(=C2F)N2CCC(CC2)C=O)C(C)C)=O)=O